COC(=O)C1=CC=C(CN(S(=O)(=O)CCN2CCN(CC2)C(=O)OC(C)(C)C)C2=CC=CC=C2)C=C1 tert-butyl 4-(2-(N-(4-(methoxycarbonyl)benzyl)-N-phenylsulfamoyl)ethyl)piperazine-1-carboxylate